C(C)(C)(C)OOC(C)(C)C di-t-butyl peroxide